4-(4-(methylsulfonyl)tetrahydro-2H-pyran-4-yl)-6-(2-(((triisopropylsilyloxy)methyl)-1H-pyrrolo[3,2-b]pyridin-5-yl)pyridin-2-yl)morpholin-3-one CS(=O)(=O)C1(CCOCC1)N1C(COC(C1)C1(NC=CC=C1)C1=CC=C2C(=N1)C=CN2CO[Si](C(C)C)(C(C)C)C(C)C)=O